NC=1C=CC(=NC1)C1=C(C=2N=CN=C(C2N1C1=CC(=C(C=C1)O)F)NCC1=CC=C(C=C1)OC)C 4-(6-(5-Aminopyridin-2-yl)-4-((4-methoxybenzyl)amino)-7-methyl-5H-pyrrolo[3,2-d]pyrimidin-5-yl)-2-fluorophenol